COC(C(C(C(F)(F)F)(F)F)(F)F)(F)F 4-methoxy-1,1,1,2,2,3,3,4,4-nona-fluorobutane